C(C)(C)(C)P(C(C)(C)C)CC1=NC(=CC=C1)CP(C(C)(C)C)C(C)(C)C 2,6-Bis(di-tert-butylphosphinomethyl)pyridine